[InH]1SC=C1 Indoniathiet